F[C@@H]1C[C@H](N(C1)C(CC=1N=C(SC1)C)=O)C(=O)N[C@H](C1=CC=C(C=C1)C(C)C)C1=CC=CC=C1 (2S,4R)-4-fluoro-1-[2-(2-methyl-1,3-thiazol-4-yl)acetyl]-N-[(S)-phenyl[4-(propan-2-yl)phenyl]methyl]pyrrolidine-2-carboxamide